C(C1=CC=CC=C1)[C@@H]1N(OCC1)C1=CC(=NC=N1)NC=1C(=CC(=C(C1)C(C(=O)N)=C)N1CCC(CC1)N1CCOCC1)OC (5-((6-((S)-3-benzylisooxazolidin-2-yl)pyrimidin-4-yl)amino)-4-methoxy-2-(4-morpholinopiperidin-1-yl)phenyl)acrylamide